C1(CCCCC1)SP(=S)(OC1CCCCC1)[O-].[Zn+].FC(OC=1C=C(C=CC1F)C=1C=C2C(=NC1)C=NN2CC(=O)N2C[C@@H](CC2)F)F (R,S)-2-[6-[3-(Difluoromethoxy)-4-fluoro-phenyl]pyrazolo[4,3-b]pyridin-1-yl]-1-(3-fluoropyrrolidin-1-yl)ethanone zinc di(cyclohexyl)di-thiophosphate